Methyl 3-[[4-[3-azido-1-(4-tert-butylphenyl)propyl]-6-(2,6-dimethylphenyl)pyrimidin-2-yl]-(methoxymethyl)sulfamoyl]benzoate N(=[N+]=[N-])CCC(C1=CC=C(C=C1)C(C)(C)C)C1=NC(=NC(=C1)C1=C(C=CC=C1C)C)N(S(=O)(=O)C=1C=C(C(=O)OC)C=CC1)COC